FC1=CC=C(C=C1)C1=C(C=C2CNC(C2=C1)=O)OC1CNC1 3-((6-(4-fluorophenyl)-1-oxoisoindolin-5-yl)oxy)azetidine